C(C)(C)(C)OC(=O)N1CC2CCC(C1)N2C=2SC(=C(N2)C2=C(C(=CC=C2)NS(=O)(=O)C2=C(C=CC=C2F)F)F)C2=NC(=NC=C2)Cl 8-(5-(2-Chloropyrimidin-4-yl)-4-(3-((2,6-difluorophenyl)sulfonylamino)-2-fluorophenyl)thiazol-2-yl)-3,8-diazabicyclo[3.2.1]octane-3-carboxylic acid tert-butyl ester